SCC(SCCS)CSCCS 4-mercaptomethyl-1,8-Dimercapto-3,6-dithiaoctane